C(C)(C)(C)C=1C=CC(=C(C1)C1=CC=CC=C1)NC1=CC=CC2=C1OC1=C2C=CC=C1 N-(5-(tert-butyl)-[1,1'-biphenyl]-2-yl)dibenzo[b,d]furan-4-amine